3-(benzyl-dimethylammonio)propanesulfonate C(C1=CC=CC=C1)[N+](CCCS(=O)(=O)[O-])(C)C